4-(methyl(1-((1-methyl-1H-indol-6-yl)sulfonyl)azetidin-3-yl)amino)phenol CN(C1=CC=C(C=C1)O)C1CN(C1)S(=O)(=O)C1=CC=C2C=CN(C2=C1)C